dimethylpyridazine-3-carboxamide CC=1C(=C(N=NC1)C(=O)N)C